BrC1=C2CCC(C2=CC=C1)SC1=C(C(=C(C=O)C=C1Cl)OC)F 4-((4-bromo-2,3-dihydro-1H-inden-1-yl)thio)-5-chloro-3-fluoro-2-methoxybenzaldehyde